FC1=C(C=CC=C1)C1=CC(=C(C=C1)N1CCN(CC1)C)[N+](=O)[O-] fluoro-4'-(4-methylpiperazin-1-yl)-3'-nitro-[1,1'-biphenyl]